propyl-imidazole bistrifluoromethanesulfonimide [N-](S(=O)(=O)C(F)(F)F)S(=O)(=O)C(F)(F)F.C(CC)C=1NC=CN1